BrC1(C(C(=NC=C1OC1=C(C=C(C=C1)F)C)C(F)(F)F)C)N 4-bromo-5-(4-fluoro-2-methyl-phenoxy)-3-methyl-2-(trifluoromethyl)pyridin-4-amine